4-(2-chloropyridin-3-yl)-1-(ethylamino)-6-(trifluoromethyl)-3H-pyrido[1,2-c]pyrimidin-3-one ClC1=NC=CC=C1C1=C2N(C(=NC1=O)NCC)C=CC(=C2)C(F)(F)F